(7R)-7-cyclopropyl-6,6-dimethyl-2-[(3R)-3-methylmorpholin-4-yl]-5,7-dihydropyrazolo[1,5-a]pyrazin-4-one C1(CC1)[C@@H]1C(NC(C=2N1N=C(C2)N2[C@@H](COCC2)C)=O)(C)C